CN1[Si](CC(C1)[Si](C)(C)C)(OC)OC N-methyl-2,2-dimethoxy-4-trimethylsilyl-1-aza-2-silacyclopentane